cobalt-zirconium-tantalum-boron [B].[Ta].[Zr].[Co]